C(C)(=O)OC(CCCC)CCCCCCCCC (Z)-5-tetradecanyl acetate